Cl.CN1C(CC(CC1)N(C=1SC=2N=C(SC2N1)C=1C=CC(=C2C=NNC12)C=1C=NNC1)C)C N-(1,2-Dimethylpiperidin-4-yl)-N-methyl-5-[4-(1H-pyrazol-4-yl)-1H-indazol-7-yl][1,3]thiazolo[5,4-d][1,3]thiazol-2-amin Hydrochlorid